C12C(C(C(C(C1C(=O)O)C(=O)O)C=C2)C(=O)O)C(=O)O bicyclo[2.2.2]octa-7-en-2,3,5,6-tetracarboxylic acid